3-(2-acetoxyacetoxy)cyclopent-1-ene-1-carboxylic acid C(C)(=O)OCC(=O)OC1C=C(CC1)C(=O)O